1-((2-(Methyl)benzofuran-5-yl)methyl)-3-((1-methyl-1H-pyrazole-4-yl)methyl)-N-(1-methylcyclopropyl)-2,4-Dioxo-1,2,3,4-tetrahydrothieno[2,3-d]pyrimidin-6-sulfonamide CC=1OC2=C(C1)C=C(C=C2)CN2C(N(C(C1=C2SC(=C1)S(=O)(=O)NC1(CC1)C)=O)CC=1C=NN(C1)C)=O